O1CCN(C2=C1C=CC=C2)NC(=O)C=2C=NC1=C(C=CC=C1C2N2CCOCC2)C2=NC(=CN=C2)OCC N-(2,3-dihydro-1,4-benzoxazin-4-yl)-8-(6-ethoxypyrazin-2-yl)-4-morpholino-quinoline-3-carboxamide